S1C(=NC=C1)CNC=1C=C2CCN(CC2=CC1C1=CC=C(C=C1)C(F)(F)F)C(C=C)=O 1-(6-((thiazol-2-ylmethyl)amino)-7-(4-(trifluoromethyl)phenyl)-3,4-dihydroisoquinolin-2(1H)-yl)prop-2-en-1-one